pentamethyl-2,3,5,6,7,9-hexahydro-1H-cyclopenta[a]phenanthrene-15,16-dione CC1C(C(C2C3C=CC4=CC(C(C4=C3CCC2C1)=O)=O)(C)C)(C)C